2-{[(1S)-1-(4-{[(2R,6S)-2,6-dimethylmorpholin-4-yl]methyl}phenyl)ethyl]amino}-8-[(2S)-1,1,1-trifluoropropan-2-yl]pyrido[2,3-d]pyrimidin-7(8H)-one C[C@@H]1CN(C[C@@H](O1)C)CC1=CC=C(C=C1)[C@H](C)NC=1N=CC2=C(N1)N(C(C=C2)=O)[C@H](C(F)(F)F)C